FC1=C(N(C=2C(NC=CC21)=O)COCC[Si](C)(C)C)CO 3-fluoro-2-(hydroxymethyl)-1-{[2-(trimethylsilyl)ethoxy]methyl}-1,6-dihydro-7H-pyrrolo[2,3-c]pyridin-7-one